N[C@@H](C(=O)NC=1SC2=C(N1)C(=CC=C2OCCC)F)CNC2=NC=CC1=CC=C(C=C21)C2=NOC(=N2)C (R)-2-Amino-N-(4-fluoro-7-propoxybenzo[d]thiazol-2-yl)-3-((7-(5-methyl-1,2,4-oxadiazol-3-yl)isoquinolin-1-yl)amino)propanamide